succinimidyl benzyl succinate C(CCC(=O)OCC1=CC=CC=C1)(=O)ON1C(CCC1=O)=O